COC1=C(C=C2C(=NC=NC2=C1)C=1C(=NN(C1)C)C1=CC=CC=C1)CO (7-methoxy-4-(1-methyl-3-phenyl-1H-pyrazol-4-yl)quinazolin-6-yl)methanol